FC=1C=CC2=C(NC(=N2)C=2C=C(C=CC2)NC2=NC=C(N=C2)C2=NC=CC=C2)C1 N-(3-(6-fluoro-1H-benzo[d]imidazol-2-yl)phenyl)-5-(pyridin-2-yl)pyrazin-2-amine